6-methyl-4-[(1-methylcyclopropyl)amino]-N-[1-(pyridin-4-yl)-1H-pyrazol-4-yl]furo[2,3-d]pyrimidine-5-carboxamide CC1=C(C2=C(N=CN=C2NC2(CC2)C)O1)C(=O)NC=1C=NN(C1)C1=CC=NC=C1